ethyl 3-[4-bromo-1-[(tert-butoxycarbonyl) amino] imidazol-2-yl]-3-oxopropionate BrC=1N=C(N(C1)NC(=O)OC(C)(C)C)C(CC(=O)OCC)=O